FC1=C(C=CC(=C1)OC(CN1CCOCC1)C)CC(=O)OC methyl 2-[2-fluoro-4-(1-methyl-2-morpholino-ethoxy)phenyl]acetate